2,7-diamino-5-phenylphenazine chloride [Cl-].NC1=CC=2NC3=CC=C(C=C3N(C2C=C1)C1=CC=CC=C1)N